Tert-butyl 3-(4-fluoro-2-(trifluoromethyl) benzyl)-5,6,8,9-tetrahydro-7H-imidazo[1,2-d][1,4]diazepine-7-carboxylate FC1=CC(=C(CC2=CN=C3N2CCN(CC3)C(=O)OC(C)(C)C)C=C1)C(F)(F)F